methyl 5-bromo-2-(4-fluoro-2-methylphenoxy)-4-methylnicotinate BrC=1C=NC(=C(C(=O)OC)C1C)OC1=C(C=C(C=C1)F)C